1-(3-(4-morpholino-6-(pyridin-3-yl)pyrimidin-2-yl)piperidin-1-yl)propan-1-one O1CCN(CC1)C1=NC(=NC(=C1)C=1C=NC=CC1)C1CN(CCC1)C(CC)=O